Racemic-1,2-epoxybutane C1[C@@H](CC)O1 |r|